OCNC(C(=C)C)=O N-hydroxymethyl(methacrylamide)